7-bromo-5-fluoro-2,3-dihydro-1H-inden-4-yl triflate O(S(=O)(=O)C(F)(F)F)C1=C2CCCC2=C(C=C1F)Br